Iron(III) sulfate S(=O)(=O)([O-])[O-].[Fe+3].S(=O)(=O)([O-])[O-].S(=O)(=O)([O-])[O-].[Fe+3]